2,4-dichlorofluorobenzene lithium phosphorothioate salt P([O-])([O-])([O-])=S.[Li+].ClC1=C(C=CC(=C1)Cl)F.[Li+].[Li+]